ClC=1C=C2C(=NC1)C(=CO2)N2C=NC=C2 6-chloro-3-(1H-imidazol-1-yl)furo[3,2-b]pyridine